NC(C[C@H]1N(CC[C@@H](C1)N1C=NC=2C(=NC=3C(=C(C(=CC3C21)Cl)Br)F)SC)C(=O)OC(C)(C)C)=O tert-butyl (2S,4S)-2-(2-amino-2-oxoethyl)-4-(7-bromo-8-chloro-6-fluoro-4-(methylthio)-1H-imidazo[4,5-c]quinolin-1-yl)piperidine-1-carboxylate